5,5-dimethyl-1,3,2-dioxaborinan CC1(COBOC1)C